ClC1=C(C=CC(=C1NC=1C(=C2C(N(C=NC2=CC1)C)=O)F)F)NS(=O)(=O)N1C[C@@H](CC1)OC(F)F (R)-N-(2-chloro-4-fluoro-3-((5-fluoro-3-methyl-4-oxo-3,4-dihydroquinazolin-6-yl)amino)phenyl)-3-(difluoromethoxy)pyrrolidine-1-sulfonamide